γ-methylacryloxypropyl-methoxydimethyl-silane CC=CC(=O)OCCC[Si](C)(C)OC